C(C)O[Si](CCCOC(C(=C)C)=O)(OCC)OCC.NC1=C(C=C(C=C1C)C1(C2=CC=CC=C2C=2C=CC=CC12)C1=CC(=C(C(=C1)C)N)C)C 9,9-bis(4-amino-3,5-dimethylphenyl)fluorene 3-(triethoxysilyl)propylmethacrylate